C(C)N(C(OC(C)(C)C)=O)C1CCN(CC1)C=1C2=CN(N=C2C(=C(C1)F)C(NC=1C(=CC=2N(C1)C=CN2)OC)=O)C tert-butyl N-ethyl-N-[1-[6-fluoro-7-[(7-methoxyimidazo[1,2-a]pyridin-6-yl)carbamoyl]-2-methyl-indazol-4-yl]-4-piperidyl]carbamate